FC1([C@@H](C1)C1=CC=CC(=N1)C(=O)NC=1C(=C(C=2N(C1)C=C(N2)C2CCNCC2)F)C(C)(C)O)F |o1:2| (S or R)-6-(2,2-difluorocyclopropyl)-N-(8-fluoro-7-(2-hydroxypropan-2-yl)-2-(piperidin-4-yl)imidazo[1,2-a]pyridin-6-yl)picolinamide